O1CCC(C2=CC=CC=C12)NC(=O)C=1C=NC2=C(C=CC=C2C1N(C)C)C1=CC(=CC(=C1)Cl)Cl N-(chroman-4-yl)-8-(3,5-dichlorophenyl)-4-(dimethylamino)quinoline-3-carboxamide